C(CCCCCCC)[Si]([Si]([Si](O)(CCCCCCCC)CCCCCCCC)(CCCCCCCC)CCCCCCCC)(CCCCCCCC)CCCCCCCC heptaoctyl-trisilanol